C(C)(C)(C)OC(=O)N1[C@@H](CCC(C1)C1=CC=C(C=C1)C(F)(F)F)CO (2S)-2-(hydroxymethyl)-5-(4-(trifluoromethyl)phenyl)piperidine-1-carboxylic acid tert-butyl ester